C(C)N1C2=NC(=NC(=C2N=C1C1(CCC1)O)N1CCOCC1)C1=CC(=CC=C1)C1=NN(C=C1)C 1-(9-ethyl-2-(3-(1-methyl-1H-pyrazol-3-yl)phenyl)-6-morpholino-9H-purin-8-yl)cyclobutanol